N'-(2-hydroxyethyl)-ethylenediamine OCCNCCN